C(C)(C)(C)C=1C=C(OC2=CC=3N(C4=CC=CC=C4C3C=C2)C2=NC=CC=C2)C=C(C1)C1=NC=CC(=C1)C1=CC=CC=C1 2-(3-(tert-butyl)-5-(4-phenylpyridin-2-yl)phenoxy)-9-(pyridin-2-yl)-9H-carbazole